N1(C(CCC1)=O)C(=O)OC=C vinyl pyrrolidoneAt